Trimethyl-(2-pyridyl)stannane C[Sn](C1=NC=CC=C1)(C)C